Cl.C1NCCC2=CC=CC(=C12)NC1C(OCC1)=O 3-((1,2,3,4-Tetrahydroisoquinolin-8-yl)amino)dihydrofuran-2(3H)-one hydrochloride